CSC=1C(=NC=NC1)O 5-(methylthio)pyrimidin-4-ol